ClC1=C(C2=C(N(C(N2C)=O)C2C(NC(CC2)=O)=O)C=C1)N1CCC(CC1)N(C(OC(C)(C)C)=O)C Tert-butyl N-[1-[5-chloro-1-(2,6-dioxo-3-piperidyl)-3-methyl-2-oxo-benzimidazol-4-yl]-4-piperidyl]-N-methylcarbamate